5-(Pyrimidin-4-yloxy)isoindoline hydrochloride Cl.N1=CN=C(C=C1)OC=1C=C2CNCC2=CC1